(R)-4-(2-chloro-7-(3,5-dimethylisoxazol-4-yl)thieno[3,2-d]pyrimidin-4-yl)-3-Methylmorpholine ClC=1N=C(C2=C(N1)C(=CS2)C=2C(=NOC2C)C)N2[C@@H](COCC2)C